2-{6-[(2-azaspiro[3.3]hept-6-yl)(methyl)amino][1,3]thiazolo[4,5-c]pyridazin-3-yl}-5-(1H-pyrazol-4-yl)phenol C1NCC12CC(C2)N(C=2SC1=C(N=NC(=C1)C1=C(C=C(C=C1)C=1C=NNC1)O)N2)C